5-[[4-[(3S)-3-(3-cyano-5-fluoro-phenyl)isoxazolidine-2-carbonyl]-1-bicyclo[2.2.2]octanyl]methyl]-2-methyl-benzamide C(#N)C=1C=C(C=C(C1)F)[C@H]1N(OCC1)C(=O)C12CCC(CC1)(CC2)CC=2C=CC(=C(C(=O)N)C2)C